Cl.N[C@@H]1CN(CCC1)C1=CC(=NC=C1C=1C=NN(C1)C1CCOCC1)NC1=NC(=C(C#N)C=C1)C1=C(C=C(C=C1OC)F)F 6-((4-((S)-3-aminopiperidin-1-yl)-5-(1-(tetrahydro-2H-pyran-4-yl)-1H-pyrazol-4-yl)pyridin-2-yl)amino)-2-(2,4-difluoro-6-methoxyphenyl)nicotinonitrile hydrochloride